(E)-1-(1,3-Dithian-2-yl)-3-(naphthalen-2-yl)-2-phenylprop-2-en-1-one S1C(SCCC1)C(\C(=C\C1=CC2=CC=CC=C2C=C1)\C1=CC=CC=C1)=O